C1(=C(C=CC=C1)N1C=NC=2C(C1=O)=CNN2)C 5-(o-tolyl)-2H-pyrazolo[3,4-d]pyrimidin-4(5H)-one